C(C)(C)(C)OC(=O)N1C[C@@H](CC1)[C@H](C(=O)OC(C)(C)C)CC1=CC(=CC=C1)OCCN (S)-3-((R)-3-(3-(2-aminoethoxy)phenyl)-1-(tert-butoxy)-1-oxopropane-2-yl)pyrrolidine-1-carboxylic acid tert-butyl ester